3-[(3,4-Difluorophenyl)sulfanyl]-N-hydroxypyridine-4-carboxamidine FC=1C=C(C=CC1F)SC=1C=NC=CC1C(=N)NO